5-bromo-N,N-dimethylbenzo[d]thiazol-2-amine BrC=1C=CC2=C(N=C(S2)N(C)C)C1